Phenyl (R)-(2-((tert-butyldimethylsilyl)oxy)-1-phenylethyl)carbamate [Si](C)(C)(C(C)(C)C)OC[C@@H](C1=CC=CC=C1)NC(OC1=CC=CC=C1)=O